7-((4-methoxybenzyl)thio)-[1,2,4]triazolo[4,3-a]pyridine COC1=CC=C(CSC2=CC=3N(C=C2)C=NN3)C=C1